9,9-di(3,5-dimethyl-4-hydroxyphenyl)fluorene CC=1C=C(C=C(C1O)C)C1(C2=CC=CC=C2C=2C=CC=CC12)C1=CC(=C(C(=C1)C)O)C